N-(2-(4,4-difluoropiperidin-1-yl)-6-methylpyrimidin-4-yl)-4-((2-hydroxyethyl)sulfonyl)-2-(6-azaspiro[2.5]octan-6-yl)benzamide FC1(CCN(CC1)C1=NC(=CC(=N1)NC(C1=C(C=C(C=C1)S(=O)(=O)CCO)N1CCC2(CC2)CC1)=O)C)F